(2-cyclopropoxy-fluorophenyl)(6-(1-(5-fluoro-2-methylphenyl)-3-methyl-1H-pyrazol-5-yl)-2-azaspiro[3.3]heptan-2-yl)methanone C1(CC1)OC1=C(C=CC=C1F)C(=O)N1CC2(C1)CC(C2)C2=CC(=NN2C2=C(C=CC(=C2)F)C)C